7-(5-(5-(4-hydroxy-4-methylpiperidin-1-yl)-1,3,4-thiadiazol-2-yl)-4-(isopropylamino)pyridin-2-yl)pyrrolo[1,2-b]pyridazine-3-carbonitrile OC1(CCN(CC1)C1=NN=C(S1)C=1C(=CC(=NC1)C1=CC=C2N1N=CC(=C2)C#N)NC(C)C)C